tert-butyl 5-(1-tert-butoxycarbonyl-3-methyl-3,4-dihydro-2H-pyridin-6-yl)pyrazolo[3,4-b]pyridine-1-carboxylate C(C)(C)(C)OC(=O)N1CC(CC=C1C=1C=C2C(=NC1)N(N=C2)C(=O)OC(C)(C)C)C